N-(4-aminocyclohexyl)-1,4-cyclohexanediamine NC1CCC(CC1)NC1CCC(CC1)N